(2R,3S)-benzyl 3-(1,4-dimethyl-1H-benzo[d][1,2,3]triazol-5-yl)-3-(3-((2,2-dimethyl-2,3-dihydropyrido[3,4-f][1,4]oxazepin-4(5H)-yl)methyl)-4-methylphenyl)-2-methylpropanoate CN1N=NC2=C1C=CC(=C2C)[C@@H]([C@H](C(=O)OCC2=CC=CC=C2)C)C2=CC(=C(C=C2)C)CN2CC(OC1=C(C2)C=NC=C1)(C)C